C(#N)C(CC1C(NCC1)=O)NC(=O)C1N(C2CC(C1CC2)(F)F)C(=O)C=2NC1=CC=CC(=C1C2)OC N-(1-cyano-2-(2-oxopyrrolidin-3-yl)ethyl)-5,5-difluoro-2-(4-methoxy-1H-indole-2-carbonyl)-2-azabicyclo[2.2.2]octane-3-carboxamide